FC1=C(C=CC=C1)C(CC(=O)OCC)=O ethyl 3-(2-fluorophenyl)-3-oxopropionate